N-(3-fluorophenyl)-2-(1-(4-(5-(trifluoromethyl)-1,2,4-oxadiazol-3-yl)phenyl)-1H-imidazol-4-yl)acetamide FC=1C=C(C=CC1)NC(CC=1N=CN(C1)C1=CC=C(C=C1)C1=NOC(=N1)C(F)(F)F)=O